C(C1=CC=CC=C1)OC(=O)N[C@@H](CCC(=O)OC)C(=O)OC dimethyl ((benzyl oxy)carbonyl)-L-glutamate